N[C@H](C(=O)NC1=NC(=CC=C1)Br)C(C)C (S)-2-amino-N-(6-bromopyridin-2-yl)-3-methylbutanamide